The molecule is a homoisoflavonoid that is 4H-1-benzopyran-4-one substituted by hydroxy groups at positions 5 and 7, methyl groups at positions 6 and 8 and a (4-methoxyphenyl)methyl group at position 3 respectively. It has a role as a plant metabolite. It is a homoisoflavonoid, a member of resorcinols and a monomethoxybenzene. CC1=C(C(=C2C(=C1O)C(=O)C(=CO2)CC3=CC=C(C=C3)OC)C)O